ClC1=C(C=C(C=C1)C1(CCN(CC1)C(=O)OCC1=CC=CC=C1)NS(=O)(=O)C1=CC=C(C=C1)OC(F)(F)F)C benzyl 4-(4-chloro-3-methyl-phenyl)-4-[[4-(trifluoromethoxy)phenyl]sulfonylamino]piperidine-1-carboxylate